O=C1N(CC2=CC=CC(=C12)C1=CC=CC=C1)C1C(NC(CC1)=O)=O 3-(1-oxo-7-phenyl-isoindolin-2-yl)piperidine-2,6-dione